(S)-1-chloro-3-(2,6-dichloro-4-(2-(4-((R)-2-hydroxy-3-morpholinopropoxy)phenyl)propan-2-yl)phenoxy)propan-2-yl acetate C(C)(=O)O[C@H](CCl)COC1=C(C=C(C=C1Cl)C(C)(C)C1=CC=C(C=C1)OC[C@@H](CN1CCOCC1)O)Cl